N-(4-((2,2-difluorocyclopentyl)oxy)-3-fluorophenyl)-2-(3,3-dimethylazetidin-1-yl)-5-(2,2,2-trifluoroethyl)oxazole-4-carboxamide FC1(C(CCC1)OC1=C(C=C(C=C1)NC(=O)C=1N=C(OC1CC(F)(F)F)N1CC(C1)(C)C)F)F